BrC1=CC(=C(ON2N=NC(=C2)C(=O)O)C=C1)F (4-bromo-2-fluorophenoxy)-1H-1,2,3-triazole-4-carboxylic acid